4-hexenyl (S)-2-methylbutanoate C[C@H](C(=O)OCCCC=CC)CC